5-chloro-3-cyclopropyl-1,3-dihydro-2H-imidazo[4,5-b]pyridin-2-one ClC1=CC=C2C(=N1)N(C(N2)=O)C2CC2